arginine β-naphthylamide C1=C(C=CC2=CC=CC=C12)NC([C@@H](N)CCCNC(N)=N)=O